2-(3,4-dimethoxyphenyl)-7-[4-(dimethylamino)piperidin-1-yl]-9-methyl-4H-pyrido[1,2-a]pyrimidin-4-one COC=1C=C(C=CC1OC)C=1N=C2N(C(C1)=O)C=C(C=C2C)N2CCC(CC2)N(C)C